[4-(Tert-butoxycarbonylamino)-2-[2-[4-[[tert-butyl(dimethyl)silyl]oxymethyl]cyclohexyl]ethynyl]pyridin-1-ium-1-yl]azanide C(C)(C)(C)OC(=O)NC1=CC(=[N+](C=C1)[NH-])C#CC1CCC(CC1)CO[Si](C)(C)C(C)(C)C